[Cu](C#N)C#N.[Fe] iron-copper cyanide